tert-butyl cis-3-(((S)-1-(4-fluorophenyl)-1,2,3,4-tetrahydroisoquinoline-2-carboxamido) methyl)-4-hydroxypyrrolidine-1-carboxylate FC1=CC=C(C=C1)[C@@H]1N(CCC2=CC=CC=C12)C(=O)NC[C@@H]1CN(C[C@@H]1O)C(=O)OC(C)(C)C